C(C)(C)(C1=CC=CC=C1)C=1C(=C(C=CC1)O)CCC1=CC=CC=C1 cumyl-phenethyl-phenol